FC(S(=O)(=O)OC1=NC=2C3=C(C=CC2C=N1)N=NN3C3CCCC3)(F)F 1-cyclopentyl-1H-[1,2,3]triazolo[4,5-H]quinazolin-8-yl trifluoromethanesulfonate